pyrido[3,2-d]pyrimidin-3-ium-4-amine chloride [Cl-].N1=C[NH+]=C(C2=C1C=CC=N2)N